1-(2,2-dimethyl-4-(p-tolyl)chroman-6-yl)prop-2-en-1-one CC1(OC2=CC=C(C=C2C(C1)C1=CC=C(C=C1)C)C(C=C)=O)C